C(C)(C)(C)C1C=2C=C(C(NC2C2=C(C1)N1C(=N2)C(=CC=C1)OC)=O)C(=O)O 5-(tert-butyl)-11-methoxy-2-oxo-1,2,5,6-tetrahydropyrido[2',1':2,3]imidazo[4,5-h]quinoline-3-carboxylic acid